N-[2-Diethylamino-6-(4-fluoro-benzylamino)-pyridin-3-yl]-2-(3-fluoro-phenyl)-acetamide C(C)N(C1=NC(=CC=C1NC(CC1=CC(=CC=C1)F)=O)NCC1=CC=C(C=C1)F)CC